C(C)(C)(C)OC(=O)N[C@H](C(=O)N[C@H](C(=O)OC)C[C@H]1C(NCCC1)=O)CC1CC1 (S)-methyl 2-((S)-2-((tert-butoxycarbonyl)amino)-3-cyclopropylpropanamido)-3-((S)-2-oxopiperidin-3-yl)propanoate